BrC1=CC2=C(N(C=N2)C(=O)OC(C)(C)C)C=C1 tert-butyl 5-bromo-1H-benzo[d]imidazole-1-carboxylate